C(C)(C)(C)OC(=O)N1C[C@@H]2COC3=C(CN2CC1)C=C(C(=C3F)C3=C(C=CC=C3O)Cl)OC(F)F (12AR)-9-(2-chloro-6-hydroxyphenyl)-8-(difluoromethoxy)-10-fluoro-3,4,12,12a-tetrahydro-6H-pyrazino[2,1-c][1,4]benzoxazepine-2(1H)-carboxylic acid tert-butyl ester